4-(tert-butyl)2-ethyl-1-(4-((1H-pyrazol-1-yl)methyl)-2-nitrobenzyl)-1H-imidazole-2,4-dicarboxylic acid C(C)(C)(C)C1(NC(N(C1)CC1=C(C=C(C=C1)CN1N=CC=C1)[N+](=O)[O-])(C(=O)O)CC)C(=O)O